C(C1=CC=CC=C1)(=O)ON=C(C(=O)C1=CC=C(C=C1)C(C1=CC=CC=C1)=O)CCCCC 1-[4-(benzoyl)phenyl]-heptane-1,2-dione-2-(O-benzoyloxime)